CC1(C(NC(N1)=O)=O)C=1C=CC=2C=CC3=CC=CC=C3C2C1 5-methyl-5-(3-phenanthryl)-hydantoin